tert-butyl 4-[[4-[5-acetyl-3-[3-(1-methylpyrazol-4-yl)-8-isoquinolyl]-6,7-dihydro-4H-pyrazolo[4,3-c]pyridin-1-yl]-1-piperidyl]methyl]piperidine-1-carboxylate C(C)(=O)N1CC2=C(CC1)N(N=C2C=2C=CC=C1C=C(N=CC21)C=2C=NN(C2)C)C2CCN(CC2)CC2CCN(CC2)C(=O)OC(C)(C)C